NCCCNCCCCCCCCCCCCNCCCN 1,20-diamino-4,17-diazaeicosane